4-[4-(dimethoxymethyl)-1-piperidinyl]-2-[[(2,6-dioxo-3-piperidinyl)amino]methyl]-3,5-difluoro-benzoic acid COC(C1CCN(CC1)C1=C(C(=C(C(=O)O)C=C1F)CNC1C(NC(CC1)=O)=O)F)OC